NC1=C(OC2=CC=C(C=C2)C2(C3=CC=CC=C3C=3C=CC=CC23)C2=CC=C(C=C2)OC2=C(C(=CC=C2)C(C)(C)C)N)C=CC=C1C(C)(C)C 9,9-bis[4-(2-amino-3-t-butylphenoxy)phenyl]fluorene